t-hexylpropoxyisopropyl monocarbonate C(OC(CC(C)(C)CCC)(C)OCCC)([O-])=O